FC(C(C(C(C(C(F)(F)F)(F)F)=C(F)F)(F)F)(F)F)(F)F 1,1,1,2,2,3,3,5,5,6,6,6-dodecafluoro-4-(difluoromethylene)hexane